3-[2-(trideuteromethoxy)-4-pyridinyl]Bicyclo[4.2.0]Octa-1(6),2,4-trien-2-ol [2H]C(OC1=NC=CC(=C1)C1=C(C=2CCC2C=C1)O)([2H])[2H]